C(O)N(C(=O)NCO)C1N(C(N(C1=O)CO)=O)CO N,N'-dimethylol-N-(1,3-dimethylol-2,5-dioxo-4-imidazolidinyl)urea